4-(3-(1-(2-cyanopyrimidin-4-yl)cyclohexyl)ureido)benzoic acid C(#N)C1=NC=CC(=N1)C1(CCCCC1)NC(NC1=CC=C(C(=O)O)C=C1)=O